C(C)(C)(C)OC(N(CC(=O)N1[C@@H](CC(C1)(F)F)C#N)C(C)(C)C)=O tert-butyl-(S)-(2-(2-cyano-4,4-difluoropyrrolidin-1-yl)-2-oxoethyl)-carbamic acid tert-butyl ester